(2-(4-(5-fluoropyridin-2-yl)-1,9-dioxaspiro[5.5]undecan-4-yl)ethyl)-2,3-dihydro-1H-indene-2-amine malonate C(CC(=O)O)(=O)O.FC=1C=CC(=NC1)C1(CCOC2(C1)CCOCC2)CCC2C(CC1=CC=CC=C21)N